CS(=O)(=NC1=CC=C(C=C1)C1=NOC(=N1)C(F)(F)F)C=1SC=CN1 methyl(thiazol-2-yl)((4-(5-(trifluoromethyl)-1,2,4-oxadiazol-3-yl)phenyl)imino)-λ6-sulfanone